(R)-2-methyl-4-(5-(pyrrolidin-1-yl)-7-(3,4,5-trifluorophenyl)-7H-pyrrolo[2,3-d]pyrimidin-4-yl)piperazine-1-carboxylic acid tert-butyl ester C(C)(C)(C)OC(=O)N1[C@@H](CN(CC1)C=1C2=C(N=CN1)N(C=C2N2CCCC2)C2=CC(=C(C(=C2)F)F)F)C